C(C=1C(C(=O)OCCCCCCC(C)C)=CC=CC1)(=O)OCCCCCC n-hexyl (isononyl) phthalate